ClC1=C(C=C(C=N1)C=O)F 6-chloro-5-fluoro-pyridine-3-carbaldehyde